COC(=O)C1=NC(=CN=C1)Cl Methyl-6-chloro-2-pyrazine-carboxylate